FC1=CC=C(C=C1)C1=NC(=NN1C)C=1C=C2CN(C(C2=CC1)=O)C1C(NC(CC1)=O)=O 3-(5-(5-(4-fluorophenyl)-1-methyl-1H-1,2,4-triazol-3-yl)-1-oxoisoindolin-2-yl)piperidine-2,6-dione